(E)-1-([1,4'-bipiperidin]-1'-yl)-3-(4-(3,5-dimethoxystyryl)phenoxy)propan-2-ol N1(CCCCC1)C1CCN(CC1)CC(COC1=CC=C(C=C1)\C=C\C1=CC(=CC(=C1)OC)OC)O